(1s,4s)-4-(8-(2-chloro-6-fluorophenylamino)-2-(isopropylamino)-9H-purin-9-yl)cyclohexanecarboxamide ClC1=C(C(=CC=C1)F)NC=1N(C2=NC(=NC=C2N1)NC(C)C)C1CCC(CC1)C(=O)N